(((R)-6-(4-(2-cyclopropylethyl)-2,5-dioxoimidazolidin-1-yl)spiro[3.3]heptan-2-yl)oxy)nicotinamide C1(CC1)CC[C@H]1NC(N(C1=O)C1CC2(CC(C2)OC2=C(C(=O)N)C=CC=N2)C1)=O